nickel-cobalt lithium oxide [O-2].[Li+].[Co+2].[Ni+2]